C1(=CC=CC=C1)C1C(C1)C1=C(C(=O)N)C=CC=C1NC=1N=NC(=CC1)C1=CC=CC=C1 (2-phenylcyclopropyl)-3-[(6-phenylpyridazin-3-yl)amino]benzamide